rac-(3S)-3-[4,6-difluoro-5-[4-hydroxy-1-[2-(methylamino)ethyl]-4-piperidyl]-1-oxo-isoindolin-2-yl]piperidine-2,6-dione FC1=C2CN(C(C2=CC(=C1C1(CCN(CC1)CCNC)O)F)=O)[C@@H]1C(NC(CC1)=O)=O |r|